methyl 6-[3-(5-fluoro-2-methoxy-4-methylsulfonyl-anilino)prop-1-ynyl]-1-(2,2,2-trifluoroethyl)benzimidazole-4-carboxylate FC=1C(=CC(=C(NCC#CC=2C=C(C3=C(N(C=N3)CC(F)(F)F)C2)C(=O)OC)C1)OC)S(=O)(=O)C